3-(4-(((2-hydroxy-2-(4-methyl-1-oxo-1,3-dihydroisobenzofuran-5-yl)ethyl)amino)methyl)-1H-pyrazol-1-yl)benzonitrile OC(CNCC=1C=NN(C1)C=1C=C(C#N)C=CC1)C=1C(=C2COC(C2=CC1)=O)C